CS(=O)(=O)O.N[C@H]1CCC=2C=3C1=C1C(=NC3C=C(C2C)F)C2=CC3=C(C(N2C1)=O)COC([C@]3(O)CC)=O (1S,9S)-1-amino-9-ethyl-5-fluoro-9-hydroxy-4-methyl-2,3,12,15-tetrahydro-benzo[de]pyrano[3',4':6,7]indolizino[1,2-b]quinoline-10,13(1H,9H)-dione methanesulfonate